2-((1R,2R)-1-(2-chlorophenyl)-1-(4-methyl-1H-imidazol-1-yl)propan-2-yl)-5-hydroxy-N-(isoxazol-4-yl)-1-methyl-6-oxo-1,6-dihydropyrimidine-4-carboxamide ClC1=C(C=CC=C1)[C@@H]([C@@H](C)C=1N(C(C(=C(N1)C(=O)NC=1C=NOC1)O)=O)C)N1C=NC(=C1)C